ClC1=CC(=C2C(=N1)NC(=N2)C)N2C[C@H](N(C[C@@H]2C)C(=O)OC(C)(C)C)C tert-Butyl (2R,5S)-4-(5-chloro-2-methyl-3H-imidazo[4,5-b]pyridin-7-yl)-2,5-dimethylpiperazine-1-carboxylate